CO[C@@H]1CN(CC1)C1=CC(=NC(=N1)C1=CC=CC=C1)C(=O)N[C@H](C(=O)N1CCN(CC1)C(=O)OCCCC)CP(=O)(O)O butyl 4-((R)-2-{[6-((S)-3-methoxy-pyrrolidin-1-yl)-2-phenyl-pyrimidine-4-carbonyl]-amino}-3-phosphono-propanoyl)-piperazine-1-carboxylate